NC=1C=C(C=C(C1)C(F)(F)F)[C@@H](C)NC=1N=C(N=C2C3=C(C(=CC12)C=1CCOCC1)OCO3)C (R)-N-(1-(3-amino-5-(trifluoromethyl)phenyl)ethyl)-4-(3,6-dihydro-2H-pyran-4-yl)-8-methyl-[1,3]dioxolo[4,5-H]quinazolin-6-amine